FC=1C=C(C=CC1)C1=NN2C(=NC=3C=CC=C(C3C2=N1)C(F)(F)F)NC=1C(N=CC=NC1)=O (6R)-6-{[2-(3-fluorophenyl)-10-(trifluoromethyl)[1,2,4]triazolo[1,5-c]quinazolin-5-yl]amino}-1,4-diazepin-5-one